tert-butyl 4-(3-{4-[1-(2,6-dioxopiperidin-3-yl)-3-methyl-2-oxo-1,3-benzodiazol-5-yl]phenyl}propanoyl)piperazine-1-carboxylate O=C1NC(CCC1N1C(N(C2=C1C=CC(=C2)C2=CC=C(C=C2)CCC(=O)N2CCN(CC2)C(=O)OC(C)(C)C)C)=O)=O